rac-ethyl (1R*,2R*)-2-fluoro-2-(4-methylpyrimidin-2-yl)cyclopropane-1-carboxylate F[C@]1([C@H](C1)C(=O)OCC)C1=NC=CC(=N1)C |r|